C(C)(C)(C)SC1=NC=C(C(=C1)OC=1C(=NC(=NC1)N)N)C(C)C 5-((2-(tert-butylthio)-5-isopropylpyridin-4-yl)oxy)pyrimidine-2,4-diamine